ClC1=C(N(C=C1)C)C#N 3-chloro-1-methylpyrrole-2-carbonitrile